2,4-Difluoro-N-[4-[(E)-3-[4-[2-hydroxyethyl(methyl)amino]phenyl]prop-2-enoyl]phenyl]benzamide FC1=C(C(=O)NC2=CC=C(C=C2)C(\C=C\C2=CC=C(C=C2)N(C)CCO)=O)C=CC(=C1)F